O[C@@H](C(=O)NCCC(=O)OCCN(CCCCCCCC(=O)OC(CCCCCCCC)CCCCCCCC)CCCCCC(OCCCCCCCCCCC)=O)C(CO)(C)C Heptadecan-9-yl (R)-8-((2-((3-(2,4-dihydroxy-3,3-dimethylbutanamido)propanoyl)oxy)ethyl)(6-oxo-6-(undecyloxy)hexyl)amino)octanoate